methacryloyloxyethyl-dodecyl-dimethyl-ammonium bromide [Br-].C(C(=C)C)(=O)OCC[N+](C)(C)CCCCCCCCCCCC